C(C)C(C[Sn]CC(CCCC)CC)CCCC Bis(2-ethylhexyl)tin